OC[C@@H]1N(C[C@@H](N(C1)C(=O)OC(C)(C)C)C)C(=O)OC(C)(C)C Di-tert-butyl (2R,5S)-2-(hydroxymethyl)-5-methylpiperazine-1,4-dicarboxylate